CC1(OB(OC1(C)C)C1=CC2=CNN=C2C=C1)C 5-(4,4,5,5-tetramethyl-1,3,2-dioxaborol-2-yl)-2H-indazol